tert-butyl ((exo-3-((R)-1-(4-bromophenyl)propan-2-yl)-3-azabicyclo[3.1.0]hexan-6-yl)methyl)carbamate BrC1=CC=C(C=C1)C[C@@H](C)N1CC2C(C2C1)CNC(OC(C)(C)C)=O